N-(3-(4,4-dimethyl-1-oxo-1,2,3,4-tetrahydroisoquinolin-6-yl)-1H-pyrrolo[2,3-b]pyridin-6-yl)isonicotinamide CC1(CNC(C2=CC=C(C=C12)C1=CNC2=NC(=CC=C21)NC(C2=CC=NC=C2)=O)=O)C